N-(4-(3-amino-1H-indazol-4-yl)phenyl)-N-(2-fluoro-5-methylphenyl)urea NC1=NNC2=CC=CC(=C12)C1=CC=C(C=C1)N(C(=O)N)C1=C(C=CC(=C1)C)F